FS(C1=CC=C(NC2=NC=CC=C2C(=O)NN)C=C1)(F)(F)(F)F 2-[4-(Pentafluoro-lambda6-sulfanyl)anilino]pyridine-3-carbohydrazide